CN(CC(O)C=1N=C(N(C1C)C)C1=C(C=C(C#N)C=C1)OC1=NC(=NC(=C1)C1=CC=CC=C1)C)C 4-[4-[2-(dimethylamino)-1-hydroxyethyl]-1,5-dimethylimidazol-2-yl]-3-(2-methyl-6-phenylpyrimidin-4-yl)oxybenzonitrile